N-(prop-2-yn-1-yl)-N-(2-((3-((4-(trifluoromethyl)phenyl)amino)pyrazin-2-yl)oxy)ethyl)acrylamide C(C#C)N(C(C=C)=O)CCOC1=NC=CN=C1NC1=CC=C(C=C1)C(F)(F)F